bis(4-hydroxy-3-methoxyphenyl)fluorene OC1=C(C=C(C=C1)C1=C(C=2CC3=CC=CC=C3C2C=C1)C1=CC(=C(C=C1)O)OC)OC